8-[1-(3,4-difluoro-2-methylsulfonyl-anilino)ethyl]-3,6-dimethyl-2-tetrahydropyran-4-yl-quinazolin-4-one FC=1C(=C(NC(C)C=2C=C(C=C3C(N(C(=NC23)C2CCOCC2)C)=O)C)C=CC1F)S(=O)(=O)C